C1(=CC=CC=C1)C1(C2=CC=CC=C2C=2C=CC=CC12)C1=CC=C(C=C1)C=1C(=C(C=2C=CC3=CC=C(C=4C=CC1C2C43)NC4=CC=CC=C4)NC4=CC=CC=C4)C4=CC=C(C=C4)C4(C3=CC=CC=C3C=3C=CC=CC43)C4=CC=CC=C4 bis[4-(9-phenyl-9H-fluoren-9-yl)phenyl]-N,N'-diphenylpyrene-1,6-diamine